C(=C)C(C)(O[Si](OCC)(OCC)CCC(N)(N)N)C=C divinyl-triaminopropyl-triethoxysilane